N1(CCCCCC1)CCN1C2=C(N(CCC1=O)CC1=CC=CC=C1)C=CC=C2 1-(2-(Azepan-1-yl)ethyl)-5-benzyl-1,3,4,5-tetrahydro-2H-benzo[b][1,4]diazepin-2-one